3-[4-[(tert-Butyldiphenylsilyl)oxy]butoxy]-N,N-bis[2-[(tert-butyldiphenylsilyl)oxy]ethyl]-4-[2-(thiophen-2-yl)vinyl]aniline [Si](C1=CC=CC=C1)(C1=CC=CC=C1)(C(C)(C)C)OCCCCOC=1C=C(N(CCO[Si](C2=CC=CC=C2)(C2=CC=CC=C2)C(C)(C)C)CCO[Si](C2=CC=CC=C2)(C2=CC=CC=C2)C(C)(C)C)C=CC1C=CC=1SC=CC1